S(C)(=O)(=O)O.NC1=C(N=CC(=N1)N1CCC2([C@@H]([C@@H](OC2)C)N)CC1)SC1=C(C(=NC=C1)N)Cl (3S,4S)-8-(6-amino-5-((2-amino-3-chloropyridin-4-yl)thio)pyrazin-2-yl)-3-methyl-2-oxa-8-azaspiro[4.5]decan-4-amine mesylate